C[C@H]1CN(CC[C@H]1C1=CC(=CC=C1)OC(F)(F)F)C(=O)C1CC2(C1)NC(OC2)=O |r| (rac)-(2s,4s)-2-((3r,4r)-3-methyl-4-(3-(trifluoromethoxy)phenyl)piperidine-1-carbonyl)-7-oxa-5-azaspiro[3.4]octan-6-one